NC1(CCN(CC1)C1=NC(=C2C(=N1)NN=C2C2=CC1=CC=CC=C1C=C2)C#N)C 6-(4-Amino-4-methylpiperidin-1-yl)-3-(naphthalen-2-yl)-1H-pyrazolo[3,4-d]pyrimidine-4-carbonitrile